N-(4-(cis-bicyclo[3.1.0]hexan-3-yloxy)-3-fluorophenyl)-2-(hexahydro-5H-furo[2,3-c]pyrrol-5-yl)-5-(2,2,2-trifluoroethyl)oxazole-4-carboxamide C12CC(CC2C1)OC1=C(C=C(C=C1)NC(=O)C=1N=C(OC1CC(F)(F)F)N1CC2C(C1)CCO2)F